4-(4-Chlorobenzoyl)phenyl(9H-fluoren-9-yl)(S)-phenylphosphonate ClC1=CC=C(C(=O)C2=CC=C(C=C2)C=2C(=C(C=CC2)P([O-])([O-])=O)C2C3=CC=CC=C3C=3C=CC=CC23)C=C1